FC=1C=C(C=C(C1)F)COC=1C(=NC=C(C1)OC(C)C)C=1C=C(SC1C)C(=O)OC methyl 4-{3-[(3,5-difluorophenyl)methoxy]-5-isopropoxypyridin-2-yl}-5-methylthiophene-2-carboxylate